COC(CCC(CF)=O)=O.C1(=CC=CC=C1)C=1C(=C(C=CC1)C1=CC=CC=C1)C1=C(C=2C3=CC=CC=C3C3=CC=CC(=C1)C23)C2=CC=CC3=CC=CC=C23 (phenylbiphenylyl)(naphthyl)fluoranthene methyl-5-fluoro-4-oxopentanoate